C(=C)N1C(CCC1(C)C)=O N-vinyl-5,5-dimethyl-2-pyrrolidone